2-azido-3-(4-methyl-2-bromophenyl)acrylic acid ethyl ester C(C)OC(C(=CC1=C(C=C(C=C1)C)Br)N=[N+]=[N-])=O